(E)-3-(cyclohexyl-(methyl)amino)-2-(trifluoromethyl)acrylic acid ethyl ester C(C)OC(/C(=C\N(C)C1CCCCC1)/C(F)(F)F)=O